OCCOCCOCCOCCOCCOCCOCC(=O)OC(C)(C)C tert-butyl 20-hydroxy-3,6,9,12,15,18-hexaoxaeicosanoate